N1=CC=C2N1CC(CC2)C#N 4,5,6,7-tetrahydropyrazolo[1,5-a]pyridine-6-carbonitrile